methyl-4-bromo-2-(methoxycarbonyl)pyridine 1-oxide CC=1C(=[N+](C=CC1Br)[O-])C(=O)OC